O1CCN(CC12CCNCC2)CC#CC2=CC=C(C=C2)N2C(NC(CC2)=O)=O 1-(4-(3-(1-oxa-4,9-diazaspiro[5.5]undecan-4-yl)prop-1-yn-1-yl)phenyl)dihydropyrimidine-2,4(1H,3H)-dione